COC1=CC=C(CN(S(=O)(=O)C2(CC2)COC=2C=C(N=C3C=C(C(N(C23)C)=O)C(=O)NCC2=CC=C(C=C2)C#N)C2CC2)CC2=CC=C(C=C2)OC)C=C1 8-((1-(N,N-bis(4-methoxybenzyl)sulfamoyl)cyclopropyl)methoxy)-N-(4-cyanobenzyl)-6-cyclopropyl-1-methyl-2-oxo-1,2-dihydro-1,5-naphthyridine-3-carboxamide